2-[(1R)-1-(4-chlorophenyl)-2-[(4-chlorophenyl)methyl]-1-{[1-(hydroxymethyl)cyclopropyl]methoxy}-3-oxo-2,3-dihydro-1H-isoindol-5-yl]-2-hydroxy-N,N-dimethylpropionamide ClC1=CC=C(C=C1)[C@@]1(N(C(C2=CC(=CC=C12)C(C(=O)N(C)C)(C)O)=O)CC1=CC=C(C=C1)Cl)OCC1(CC1)CO